[4-(1-methyl-1H-pyrazol-4-yl)-benzyl]-{6-[7-(4-oxetan-3-yl-piperazin-1-yl)-imidazo[1,2-a]pyridin-3-yl]-pyrimidin-4-yl}-amine CN1N=CC(=C1)C1=CC=C(CNC2=NC=NC(=C2)C2=CN=C3N2C=CC(=C3)N3CCN(CC3)C3COC3)C=C1